5,7-diamino-1,1-dimethyl-4-ethylindane NC=1C(=C2CCC(C2=C(C1)N)(C)C)CC